[(3S)-pyrrolidin-3-yl] 6-[6-[5-(6-methyl-2-pyridyl)-1H-imidazol-4-yl]-3-quinolyl]pyridine-2-carboxylate CC1=CC=CC(=N1)C1=C(N=CN1)C=1C=C2C=C(C=NC2=CC1)C1=CC=CC(=N1)C(=O)O[C@@H]1CNCC1